3-(2-Chloro-4-fluorophenyl)-4-[4-[(3S)-1-(3-fluoropropyl)pyrrolidin-3-yl]oxyphenyl]-2H-chromen-7-ol ClC1=C(C=CC(=C1)F)C=1COC2=CC(=CC=C2C1C1=CC=C(C=C1)O[C@@H]1CN(CC1)CCCF)O